Dimethyl-Trimethylsilylmethane CC([Si](C)(C)C)C